(4-methoxy-3,5-dimethylphenyl)boronic acid COC1=C(C=C(C=C1C)B(O)O)C